S(=O)(=O)(C1=CC=CC=2C(N(C)C)=CC=CC12)C1=C(C(=O)C2=CC=CC=C2)C=CC=C1 dansyl-benzophenone